OCC=1C=CC2=C3CCCCC3=CN=C2C1 3-hydroxymethyl-7,8,9,10-tetrahydrophenanthridine